Methyl 4-{2-chloro-5-cyano-3-[(8-cyano-4-{[(1R,2S)-2-fluorocyclopropyl]amino} pyrazolo[1,5-a][1,3,5]triazin-2-yl)amino]phenyl}piperazine-1-carboxylate ClC1=C(C=C(C=C1NC1=NC=2N(C(=N1)N[C@H]1[C@H](C1)F)N=CC2C#N)C#N)N2CCN(CC2)C(=O)OC